[Sb+]=O.[Na+] sodium antimonous oxide